BrC=1C(=C(C=CC1)C[C@@H](C(=O)O)N(C(=O)OC)C1C2=CC=CC=C2C=2C=CC=CC12)F (2S)-3-(3-bromo-2-fluorophenyl)-2-(9H-fluoren-9-yl-methoxycarbonylamino)propanoic acid